(5S,7R,8R,9S,10R)-10-((2H-tetrazol-5-yl)methoxy)-7-(hydroxymethyl)-9-(4-(3,4,5-trifluorophenyl)-1H-1,2,3-triazol-1-yl)-1,6-dioxaspiro[4.5]decan N=1NN=NC1CO[C@@H]1[C@H](C[C@@H](O[C@@]12CCCO2)CO)N2N=NC(=C2)C2=CC(=C(C(=C2)F)F)F